(4aR,8aS)-6-(6-(2-Fluoro-4-(trifluoromethoxy)phenoxy)-2-azaspiro[3.3]heptane-2-carbonyl)hexahydro-2H-pyrido[4,3-b][1,4]oxazin-3(4H)-one FC1=C(OC2CC3(CN(C3)C(=O)N3C[C@@H]4[C@@H](OCC(N4)=O)CC3)C2)C=CC(=C1)OC(F)(F)F